OC1=NC=CC=C1C=1OC=C(N1)C(=O)NC=1C=C2C(=NC1N1CCCCC1)N=C(O2)N2CCOCC2 2-(2-hydroxypyridin-3-yl)-N-(2-morpholino-5-(piperidin-1-yl)oxazolo[4,5-b]pyridin-6-yl)oxazole-4-carboxamide